ethyl 2-((2S,3R)-3-((tert-butyldimethylsilyl) oxy)-2-(cyclopentyloxy)-3-(3,5-dimethoxy-4-methylphenyl) propyl)-6-formylbenzo[d]thiazole-4-carboxylate [Si](C)(C)(C(C)(C)C)O[C@@H]([C@H](CC=1SC=2C(N1)=C(C=C(C2)C=O)C(=O)OCC)OC2CCCC2)C2=CC(=C(C(=C2)OC)C)OC